(2S,3S,4S,5S,6S)-2-((S)-2-acetoxy-1-fluoroethyl)-6-(((2R,4R)-4-(3-chlorophenyl)-2-oxido-1,3,2-dioxaphosphinan-2-yl)oxy)tetrahydro-2H-pyran-3,4,5-triyl triacetate C(C)(=O)O[C@@H]1[C@H](O[C@H]([C@H]([C@H]1OC(C)=O)OC(C)=O)O[P@@]1(OCC[C@@H](O1)C1=CC(=CC=C1)Cl)=O)[C@H](COC(C)=O)F